N2-(3,5-difluorophenyl)-5-(1-isopropyl-1H-pyrazol-4-yl)-N4-(1,2,3,4-tetrahydroisoquinolin-7-yl)pyrimidine-2,4-diamine FC=1C=C(C=C(C1)F)NC1=NC=C(C(=N1)NC1=CC=C2CCNCC2=C1)C=1C=NN(C1)C(C)C